N-[(7S)-1,2-dimethoxy-10-methylsulfanyl-9-oxo-3-(prop-2-enoxy)-5,6,7,9-tetrahydrobenzo[a]heptalen-7-yl]-N-[(trifluoroacetyl)glycyl]acetamide COC1=C(C(=CC2=C1C1=CC=C(C(C=C1[C@H](CC2)N(C(C)=O)C(CNC(C(F)(F)F)=O)=O)=O)SC)OCC=C)OC